C(C)(C)OC1=CC2=C(N=C(O2)C=2C(=C(C=CC2)C2=CC=CC=C2)C)C=C1CN1C(CCCC1)CC(=O)O 1-((6-isopropoxy-2-(2-methyl-[1,1'-biphenyl]-3-yl)benzo[d]oxazol-5-yl)methyl)piperidine-2-acetic acid